C(CCCCCCC=CCCCCCCC)=O 8-Hexadecenal